4-[5-(4-methoxycarbonyl-benzoylamino)-pyrazin-2-yl]-3,6-dihydro-2H-pyridine-1-carboxylic acid tert-butyl ester C(C)(C)(C)OC(=O)N1CCC(=CC1)C1=NC=C(N=C1)NC(C1=CC=C(C=C1)C(=O)OC)=O